ClC1=C(C=2N=C(N=C(C2C(=N1)C#CC)N1CC2N(C(C1)C2)C(=O)OC(C)(C)C)SC)F tert-butyl 3-(7-chloro-8-fluoro-2-(methylsulfanyl)-5-(propynyl) pyrido[4,3-d]pyrimidin-4-yl)-3,6-diazabicyclo[3.1.1]heptane-6-carboxylate